C(C=C)[Si](CC=C)(CC=C)C=C(C(=O)[O-])C triallylsilyl-methylacrylate